2-amino-4-methyl-N-((1R)-1-(2-pyrimidinyl)ethyl)-N-((5-(trifluoromethyl)-2-pyridinyl)methyl)-6-quinolinecarboxamide NC1=NC2=CC=C(C=C2C(=C1)C)C(=O)N(CC1=NC=C(C=C1)C(F)(F)F)[C@H](C)C1=NC=CC=N1